(R)-1-methylpyrrolidine-2-carboxamide CN1[C@H](CCC1)C(=O)N